(1S)-1-(5-fluoro-2-pyridyl)propan-1-ol FC=1C=CC(=NC1)[C@H](CC)O